C(CCCC)(=O)O[C@H]1CC[C@@H]2[C@@]1(CC[C@@H]1[C@]3(CCC=4N=C(SC4C3=CC[C@@H]21)NN2CCN(CC2)CC)C)C (5aR,5bS,7aS,8S,10aS,10bR)-2-((4-ethylpiperazin-1-yl)amino)-5a,7a-dimethyl-5,5a,5b,6,7,7a,8,9,10,10a,10b,11-dodecahydro-4H-cyclopenta[7,8]phenanthro[2,1-d]thiazol-8-yl pentanoate